C(#N)C1=CC=C(C=C1)C=1C=C2C(=NC1)N=C(S2)NC(OC(C)(C)C)=O tert-butyl (6-(4-cyanophenyl)thiazolo[4,5-b]pyridin-2-yl)carbamate